ClC1=CC=C2C(NC(N(C2=C1)C=1C=NNC1)=O)=O 7-Chloro-1-(1H-pyrazol-4-yl)quinazoline-2,4(1H,3H)-dione